tert-butyl 4-[[3-[[2-(1-tert-butoxycarbonyl-2,6-dioxo-3-piperidyl)-1,3-dioxo-isoindolin-4-yl]carbamoyl]phenyl]methyl]piperazine-1-carboxylate C(C)(C)(C)OC(=O)N1C(C(CCC1=O)N1C(C2=CC=CC(=C2C1=O)NC(=O)C=1C=C(C=CC1)CN1CCN(CC1)C(=O)OC(C)(C)C)=O)=O